octahydro-2,5-methanopentalene C1C2CC3CC(CC13)C2